C1(CC1)C=1C=C(CNC(CSC2=NN=NN2C2=CC=C(C(=O)O)C=C2)=O)C=CC1 4-(5-((2-((3-Cyclopropylbenzyl)amino)-2-oxoethyl)thio)-1H-tetrazol-1-yl)benzoic acid